5-(azetidin-3-yl)-2-methoxy-4-methylpyridine N1CC(C1)C=1C(=CC(=NC1)OC)C